5-amino-4-methyl-N-(methyl-d3)pyridinamide NC=1C(=CC(=NC1)C(=O)NC([2H])([2H])[2H])C